OC1C(C(CC1)(C)C)=O 2-hydroxy-5,5-dimethyl-cyclopentanone